3-Chloro-N-(1-(5-(3-cyano-6-((3-cyanooxetan-3-yl)methoxy)pyrazolo[1,5-a]pyridine-4-yl)pyridin-2-yl)-4-methylpiperidin-4-yl)picolinamide ClC=1C(=NC=CC1)C(=O)NC1(CCN(CC1)C1=NC=C(C=C1)C=1C=2N(C=C(C1)OCC1(COC1)C#N)N=CC2C#N)C